C1(CCCCC1)C1=CC=C(C=C1)NC1CN(CC1)C(=O)OC(C)(C)C tert-butyl 3-((4-cyclohexylphenyl)amino)pyrrolidine-1-carboxylate